C(C1=CC=CC=C1)N1C(CC(CC1)=O)(C)C 1-benzyl-2,2-dimethylpiperidin-4-one